N1C=C(C2=NC=CC=C21)NC(C(=O)NC=2C=NC(=CC2)OCC(F)(F)F)=O N1-(1H-pyrrolo[3,2-b]pyridin-3-yl)-N2-(6-(2,2,2-trifluoroethoxy)pyridin-3-yl)oxalamide